(difluoro(2-(((3S,6S,10aS)-3-(3-(S-methylsulfonimidoyl)azetidine-1-carbonyl)-5-oxodecahydropyrrolo[1,2-a]azocin-6-yl)carbamoyl)benzo[b]thiophen-5-yl)methyl)phosphonic acid FC(C1=CC2=C(SC(=C2)C(N[C@H]2CCCC[C@@H]3N(C2=O)[C@@H](CC3)C(=O)N3CC(C3)S(=O)(=N)C)=O)C=C1)(F)P(O)(O)=O